N1=CC(=CC=C1)C1CCCC2=NC3=CC=CC=C3C(=C12)N (pyridin-3-yl)-1,2,3,4-tetrahydroacridin-9-amine